R-methyl ether COC